ethyloxymagnesium chloride C(C)O[Mg]Cl